FC(C(C(F)(F)F)(F)C1=CC(=C(C=C1)NC(=O)C=1C(=C(C=CC1)I)C(=O)NC(CS(=O)(=O)C)(C)C)C)(F)F N1-[4-(1,1,1,2,3,3,3-heptafluoropropan-2-yl)-2-methylphenyl]-3-iodo-N2-[1-(methanesulfonyl)-2-methylpropan-2-yl]benzene-1,2-dicarboxamide